COC1=NC=C(C=C1)C1=C(C=CC(=C1[N+](=O)[O-])N1CCN(CC1)CC1=CC=C(C=C1)[N+](=O)[O-])S(=O)(=O)N (2-Methoxypyridin-5-yl)-3-nitro-4-{4-[(4-nitrophenyl)methyl]piperazin-1-yl}benzenesulfonamide